C(C(C)C)(=O)OOOOC(C)(C)C t-butyl peroxyperoxyperoxyisobutyrate